C(CCC)C1=CC(=C(C(=C1)OC)O)OC 4-butyl-2,6-dimethoxyphenol